3-(4-hydroxy-3-imino-6-oxo-cyclohexa-1,4-dienyl)-alanine OC=1C(C=C(C(C1)=O)C[C@H](N)C(=O)O)=N